8-Ethyl-5-(3-methylpiperazin-1-yl)-2,3-dihydro-1,4-benzodioxine C(C)C1=CC=C(C2=C1OCCO2)N2CC(NCC2)C